C(C1CO1)OCCC[Si](OCCC)(OCCC)C γ-glycidoxypropylmethyldipropoxySilane